benzo[4,5]imidazo[1,2-a]pyrimidin-2-ol N=1C=2N(C=CC1O)C1=C(N2)C=CC=C1